bromopyridazin-3(2H)-one BrN1N=CC=CC1=O